OCCNCCCCCCN N-(2-hydroxyethyl)hexamethylenediamine